tert-butyl ((R)-1-(((2R,3R,4R,5S,6S)-6-((7H-purin-6-yl)amino)-4,5-dihydroxy-2-(hydroxymethyl)tetrahydro-2H-pyran-3-yl)amino)-3-(4-methoxyphenyl)-1-oxopropan-2-yl)carbamate N1=CN=C2N=CNC2=C1N[C@@H]1[C@H]([C@@H]([C@H]([C@@H](O1)CO)NC([C@@H](CC1=CC=C(C=C1)OC)NC(OC(C)(C)C)=O)=O)O)O